5-(2,4-difluoropiperazin-1-yl)-2,3-dihydro-1,4-benzodioxine FC1N(CCN(C1)F)C1=CC=CC=2OCCOC21